(S)-3,4-Dichloro-N-(3,3-dimethyl-1-(pyrrolidin-1-yl)butan-2-yl)-N-methylbenzamide ClC=1C=C(C(=O)N(C)[C@H](CN2CCCC2)C(C)(C)C)C=CC1Cl